ClC1=C(C=CC=C1)C1=C(C=CC=C1)C(C)(C)O 2-(2'-chloro-[1,1'-biphenyl]-2-yl)propan-2-ol